2-((methylsulfonyl)methyl)acrylic acid methyl ester COC(C(=C)CS(=O)(=O)C)=O